FC(CN1C(=NC2=C1C=C(C=C2)C2=CNC=1N=C(N=C(C12)OC)NC1CCC(CC1)(O)CC)C)F (1s,4s)-4-((5-(1-(2,2-difluoroethyl)-2-methyl-1H-benzo[d]imidazol-6-yl)-4-methoxy-7H-pyrrolo[2,3-d]pyrimidin-2-yl)amino)-1-ethylcyclohexan-1-ol